NCC1(C2CCN(CC12)C1=C(N=C2C(=N1)NN=C2C2=C(C(=CC=C2)Cl)Cl)CO)C=2SC=C(N2)C (6-(7-(aminomethyl)-7-(4-methylthiazol-2-yl)-3-azabicyclo[4.1.0]heptan-3-yl)-3-(2,3-dichlorophenyl)-1H-pyrazolo[3,4-b]pyrazin-5-yl)methanol